C(C)(C)(C)OO[Si](CC=C)(CC=C)CC=C t-butyltriallyl-peroxysilane